IC=1C=C(C=C2C(C(NC12)=O)(C)C)C(F)(F)F 7-iodo-3,3-dimethyl-5-(trifluoromethyl)indolin-2-one